6-bromo-7-methyl-3,4-dihydro-2H-1-benzopyran BrC=1C(=CC2=C(CCCO2)C1)C